FC=1C=C(C=C(C1)OCC(C)C)C1=CC=C(C(=N1)N1CC2=CC=CC=C2C1)C(=O)NS(=O)(=O)C1=CC=NN1 6-(3-Fluoro-5-isobutoxyphenyl)-2-isoindolin-2-yl-N-(1H-pyrazol-5-ylsulfonyl)pyridin-3-carboxamid